3-(((6-bromo-1,4-dihydroquinazolin-2-yl)thio)methyl)-7-chloro-5H-thiazolo[2,3-b]quinazoline BrC=1C=C2CN=C(NC2=CC1)SCC1=CSC2=NC3=CC=C(C=C3CN21)Cl